NC1=C2C(=C3C(=N1)C=CS3)N(C(=N2)COCC)CC2=CC=C(CN[C@H](CO)[C@H](CC)C)C=C2 (2S,3S)-2-((4-((4-amino-2-(ethoxymethyl)-1H-imidazo[4,5-d]thieno[3,2-b]pyridin-1-yl)methyl)benzyl)amino)-3-methylpentan-1-ol